5-Amino-3-[5-[1-[[3-(2-chloro-4-fluorophenyl)-1,2-oxazol-5-yl]carbamoyl]ethyl]pyridin-2-yl]-1-[1,1,1-trifluoropropan-2-yl]pyrazole-4-carboxamide NC1=C(C(=NN1C(C(F)(F)F)C)C1=NC=C(C=C1)C(C)C(NC1=CC(=NO1)C1=C(C=C(C=C1)F)Cl)=O)C(=O)N